2-butyl-3-benzofuranyl-4-[2-(diethylamino)ethoxy]-3,5-diiodophenyl-methanone hydrochloride Cl.C(CCC)C1C(=CC(=C(C1(I)C=1OC2=C(C1)C=CC=C2)OCCN(CC)CC)I)C=O